(R)-4-nitrophenylpentan-2-yl carbonate C(O[C@H](C)CCCC1=CC=C(C=C1)[N+](=O)[O-])([O-])=O